Cl[Os+] chloroosmium(II)